2-[4-(2-acetyl-4-methyl-thiazol-5-yl)oxyphenyl]-4-[(2,6-difluorophenyl)methyl]-1,2,4-triazol-3-one C(C)(=O)C=1SC(=C(N1)C)OC1=CC=C(C=C1)N1N=CN(C1=O)CC1=C(C=CC=C1F)F